C(C)(C)(C)OC(N(CC)[C@H]1[C@H]2CC[C@@H](C1)N2C=2N(C(C1=C(N2)N(N=C1Br)C1OCCCC1)=O)C)=O ((1r,2r,4s)-7-(3-bromo-5-methyl-4-oxo-1-(tetrahydro-2H-pyran-2-yl)-4,5-dihydro-1H-pyrazolo[3,4-d]pyrimidin-6-yl)-7-azabicyclo[2.2.1]heptan-2-yl)(ethyl)carbamic acid tert-butyl ester